FC1=C2N=CN=C3C2=C(OC[C@@H]2[C@@H]4CC[C@H](CN32)N4)N=C1C1=C(C(=CC(=N1)N)C)C(F)(F)F 6-((5aS,6S,9R)-1-Fluoro-5a,6,7,8,9,10-hexahydro-5H-4-oxa-3,10a,11,13,14-pentaaza-6,9-methanonaphtho[1,8-ab]heptalen-2-yl)-4-methyl-5-(trifluoromethyl)pyridin-2-amine